2,6-dimethyloctan-1-yl oleate C(CCCCCCC\C=C/CCCCCCCC)(=O)OCC(CCCC(CC)C)C